O=C1NC2=C(N[C@@]13CN(CC3)C#N)N=CC(=C2)C2=CC=CC=C2 (S)-2-Oxo-7-phenyl-1,4-dihydro-2H-spiro[pyrido[2,3-b]pyrazine-3,3'-pyrrolidine]-1'-carbonitrile